C(C)(C)(C)OC(=O)N(C1CCN(CC1)C1=CC(=C(C(=O)OC)C=C1)CO)C methyl 4-(4-((tert-butoxycarbonyl)(methyl)amino)-piperidin-1-yl)-2-(hydroxymethyl)benzoate